Phenylacetic acid ethyl ester C(C)OC(CC1=CC=CC=C1)=O